1-(5-(benzyloxy)pyrimidin-2-yl)ethane-1-one C(C1=CC=CC=C1)OC=1C=NC(=NC1)C(C)=O